C(C(C)(C)C)(=O)OCCCC(C)Br 4-bromopentyl pivaloate